Cl.FC1=CC=C2CC[C@H](C2=C1)N |r| (±)-6-fluoro-2,3-dihydro-1H-inden-1-amine hydrochloride